tert-Butyl-((7R)-2-(2-(1-(cyclopropylmethyl)-1H-indol-2-yl)-4-methoxy-3-methylpyrazolo[1,5-a]pyrazine-6-carbonyl)-2-azabicyclo[2.2.1]heptan-7-yl)carbamate C(C)(C)(C)OC(N[C@H]1C2N(CC1CC2)C(=O)C=2N=C(C=1N(C2)N=C(C1C)C=1N(C2=CC=CC=C2C1)CC1CC1)OC)=O